(2,6-dichloro-3,5-dimethoxyphenyl)-4,5,6,7-tetrahydro-1H-indazol-3-amine ClC1=C(C(=C(C=C1OC)OC)Cl)N1N=C(C=2CCCCC12)N